1-(3-(2,2-Dimethyltetrahydro-2H-pyran-4-yl)-2-(isoindolin-2-yl)-6-methyl-4-oxo-3,4-dihydroquinazolin-8-yl)ethyl methanesulfonate CS(=O)(=O)OC(C)C=1C=C(C=C2C(N(C(=NC12)N1CC2=CC=CC=C2C1)C1CC(OCC1)(C)C)=O)C